Cl.C1(CC1)O[C@@H]1C[C@@H](CCC1)NC (1R,3S)-3-cyclopropoxy-N-methylcyclohexan-1-amine hydrochloride